CN(C(/C=C/CC[C@@H](C(NC=1C(N(C=CC1)CC1=NC2=C(N1)C=CC=C2CC(C)C)=O)=O)NC(OC)=O)=O)C methyl N-[(E,1S)-6-(dimethylamino)-1-[[1-[(4-isobutyl-1H-benzimidazol-2-yl)methyl]-2-oxo-3-pyridyl]carbamoyl]-6-oxo-hex-4-enyl]carbamate